C(=O)(O)CS(=O)(=O)CCCCCCCCCCCCCC tetradecyl carboxymethyl sulfone